L-alanine 2-propylpentyl ester C(CC)C(COC([C@@H](N)C)=O)CCC